N-methoxymorpholine CON1CCOCC1